8-(((1R,2R,4R)-4-((Z)-(tert-butoxyimino)(4-fluorophenyl)methyl)-2-methoxycyclohexyl)(methyl)amino)-5-methyl-6-oxo-5,6-dihydro-1,5-naphthyridine-2,7-dicarbonitrile C(C)(C)(C)O\N=C(\[C@H]1C[C@H]([C@@H](CC1)N(C1=C(C(N(C=2C=CC(=NC12)C#N)C)=O)C#N)C)OC)/C1=CC=C(C=C1)F